ClC=1C=CC(=C(C1)C1=CC(=C(N=N1)OCC(CO)O)NC1=CC(=NC=C1)NC(CCN1CCN(CC1)C)=O)F N-(4-{[6-(5-chloro-2-fluoro-phenyl)-3-(2,3-dihydroxy-propoxy)pyridazin-4-yl]-amino}-pyridin-2-yl)-3-(4-methylpiperazin-1-yl)propan-amide